N1=CC(=CC=C1)C1OC2=C(C1)C=CC=C2 (pyridin-3-yl)-2,3-dihydrobenzofuran